oxatriaza-cyclooctadecane-9-carbonitrile O1NNNCCCCC(CCCCCCCCC1)C#N